ClC=1C(=C2C(=NC1C)ON=C2N(C)C)C 5-chloro-N3,N3,4,6-tetramethylisoxazolo[5,4-b]pyridin-3-amine